4-METHYL-1-PENTANOL CC(CCCO)C